6-chloro-8-(6,6-difluorospiro[3.3]heptan-2-yl)-2,3-dimethylpyrimido[5,4-d]pyrimidin-4(3H)-one ClC=1N=C(C=2N=C(N(C(C2N1)=O)C)C)C1CC2(C1)CC(C2)(F)F